[1-[[2-[[(4S)-2,2-dimethylchroman-4-yl]carbamoyl]-3-methyl-cyclopropyl]-pyridin-1-ium-3-yl-methyl]-4,4-diethyl-6-oxo-hexahydropyrimidin-2-ylidene]ammonium CC1(OC2=CC=CC=C2[C@H](C1)NC(=O)C1C(C1C)C(N1C(NC(CC1=O)(CC)CC)=[NH2+])C=1C=[NH+]C=CC1)C